(2-mercaptoethyl-2,2-d2)carbamic acid tert-butyl ester C(C)(C)(C)OC(NCC([2H])([2H])S)=O